C1(CC1)CN1CC2=C(N=C(N(C2=O)C(C)C2=CC=C(C=C2)C(F)(F)F)C)CC1 6-(cyclopropylmethyl)-2-methyl-3-(1-(4-(trifluoromethyl)phenyl)ethyl)-5,6,7,8-tetrahydropyrido[4,3-d]pyrimidin-4(3h)-one